N-((3S,4S)-1-cyano-4-methoxypyrrolidin-3-yl)-N-methyl-4-(1-methyl-1H-pyrazol-4-yl)benzamide C(#N)N1C[C@@H]([C@H](C1)OC)N(C(C1=CC=C(C=C1)C=1C=NN(C1)C)=O)C